1,1-bis(tertiary amyl-peroxy)cyclohexane C(C)(C)(CC)OOC1(CCCCC1)OOC(C)(C)CC